(2S,4R)-1-(tert-Butoxycarbonyl)-4-(m-tolyl)pyrrolidine-2-carboxylic acid C(C)(C)(C)OC(=O)N1[C@@H](C[C@@H](C1)C=1C=C(C=CC1)C)C(=O)O